BrC1=C(C(=O)OC)C=C(C(=C1)C(Br)Br)F methyl 2-bromo-4-(dibromomethyl)-5-fluoro-benzoate